C(C)(C)(C)OC(=O)N1[C@@H](C[C@@](C1)(C(N)=O)OC1=C(C=CC(=C1)Br)I)C(N)=O.C(C1=CC=CC=C1)N1CCOCC1 4-(benzyl)morpholine t-butyl-(2S,4R)-4-(5-bromo-2-iodophenoxy)-2,4-dicarbamoylpyrrolidine-1-carboxylate